CCCCCCC(=O)N(C)C N,N-dimethylheptanamide